N[C@H](C(=O)OC)C Methyl (2S)-2-aminopropanoate